2-Methyl-4-(7-hydroxy-4-quinolinyl)-phenol CC1=C(C=CC(=C1)C1=CC=NC2=CC(=CC=C12)O)O